Cl.Cl.Cl.Cl.Cl dihydrochloride, trihydrochloride